methyl 4-isopropyl-5-(8-methyl-[1,2,4]triazolo[1,5-a]pyridin-6-yl)-6H-thieno[2,3-b]pyrrole-2-carboxylate C(C)(C)C=1C2=C(NC1C=1C=C(C=3N(C1)N=CN3)C)SC(=C2)C(=O)OC